zinc bis(trifluoromethane) FC(F)F.FC(F)F.[Zn]